bis-(4-amino-3-ethyl-5-methylcyclohexyl)methane NC1C(CC(CC1C)CC1CC(C(C(C1)C)N)CC)CC